2-[4-(trimethylsilyl)buta-1,3-diyn-1-yl]piperidine C[Si](C#CC#CC1NCCCC1)(C)C